3-(4-(Chloromethyl)phenyl)-5-methoxy-3H-imidazo[4,5-b]pyridin ClCC1=CC=C(C=C1)N1C=NC=2C1=NC(=CC2)OC